2-((azetidin-3-ylsulfanyl)methyl)-8-methylquinazolin-4(3H)-one N1CC(C1)SCC1=NC2=C(C=CC=C2C(N1)=O)C